BrC=1C=C(C=NC1)C=1N=NN(C1)C(C)N1C(C=C(C=C1)N1C[C@@H](CCC1)N(C(OC(C)(C)C)=O)CC1CCC1)=O tert-butyl ((3R)-1-(1-(1-(4-(5-bromopyridin-3-yl)-1H-1,2,3-triazol-1-yl)ethyl)-2-oxo-1,2-dihydropyridin-4-yl)piperidin-3-yl)(cyclobutylmethyl)carbamate